ethyl (2-(2-(5-chloro-6-((2-(4-fluorobenzyl)-1-oxo-1,2,3,4-tetrahydroisoquinolin-6-yl)oxy)pyridin-3-yl)hydrazono)-2-cyanoacetyl)carbamate ClC=1C=C(C=NC1OC=1C=C2CCN(C(C2=CC1)=O)CC1=CC=C(C=C1)F)NN=C(C(=O)NC(OCC)=O)C#N